8-(3-Fluoro-2-(trifluoromethyl)phenyl)-9-(4-((1-(3-fluoropropyl)azetidin-3-yl)methyl)phenyl)-6,7-dihydro-5H-benzo[7]annulen FC=1C(=C(C=CC1)C=1CCCC2=C(C1C1=CC=C(C=C1)CC1CN(C1)CCCF)C=CC=C2)C(F)(F)F